(2,5-difluorophenyl)boronic acid FC1=C(C=C(C=C1)F)B(O)O